[N+](=O)([O-])C1=CC=C(C=C1)N[C@H]1CN(CC1)C(=O)OC(C)(C)C tert-butyl (R)-3-((4-nitrophenyl)amino)pyrrolidine-1-carboxylate